2-oxa-7-azaspiro[3.5]non-5-ene-7-carboxylate C1OCC12C=CN(CC2)C(=O)[O-]